ClC1=NC2=CC(=CC=C2C(=C1)C1=C(C=CC=C1)Cl)O[C@@H](C(=O)N1C[C@H](CCC1)C(=O)N(C)C)C (3S)-1-[(2R)-2-[[2-chloro-4-(2-chlorophenyl)-7-quinolyl]oxy]propanoyl]-N,N-dimethylpiperidine-3-carboxamide